C(C)NC(C1=CC(=C(C=C1)NCC#CC=1N(C2=CC=CC(=C2C1)NC1CCC(CC1)N(C)CCOC)CC(F)(F)F)OC)=O N-ethyl-3-methoxy-4-((3-(4-((4-((2-methoxyethyl)(methyl)amino)cyclohexyl)-amino)-1-(2,2,2-trifluoroethyl)-1H-indol-2-yl)prop-2-yn-1-yl)amino)benzamide